2',3'-Dideoxyadenosine [C@@H]1(CC[C@@H](CO)O1)N1C=NC=2C(N)=NC=NC12